3-(difluoromethyl)-4-((1-(4-methoxybenzyl)-6-oxo-4-(1,1,2,2-tetrafluoroethyl)-1,6-dihydropyrimidin-5-yl)oxy)-5-methylbenzonitrile FC(C=1C=C(C#N)C=C(C1OC1=C(N=CN(C1=O)CC1=CC=C(C=C1)OC)C(C(F)F)(F)F)C)F